BrC=1C=2N(C=C(C1)Cl)C(=NC2)C 8-Bromo-6-chloro-3-methylimidazo[1,5-a]pyridine